N-(4-((6-amino-5-fluoropyrimidin-4-yl)oxy)phenyl)-1-(4-fluorophenyl)-2-oxo-1,2-dihydropyridine-3-carboxamide NC1=C(C(=NC=N1)OC1=CC=C(C=C1)NC(=O)C=1C(N(C=CC1)C1=CC=C(C=C1)F)=O)F